1-(4-(4-amino-3-fluorophenoxy)pyridin-2-yl)pyrrolidine NC1=C(C=C(OC2=CC(=NC=C2)N2CCCC2)C=C1)F